ClC1=C(C=C(C=C1OC)OC)C1=CC2=C(N=C(N=C2)NC2=CC(=C(C=C2)N2C[C@@H](N[C@@H](C2)C)C)OC)N2C1=NN=C2 6-(2-chloro-3,5-dimethoxyphenyl)-N-(4-((3S,5R)-3,5-dimethylpiperazin-1-yl)-3-methoxyphenyl)-[1,2,4]triazolo[4',3':1,6]pyrido[2,3-d]pyrimidin-2-amine